9-([1,1'-biphenyl]-4-yl)-6-bromo-N,N-diphenyl-9H-carbazole-3-amine C1(=CC=C(C=C1)N1C2=CC=C(C=C2C=2C=C(C=CC12)N(C1=CC=CC=C1)C1=CC=CC=C1)Br)C1=CC=CC=C1